2-[5-[5-(Tert-butoxycarbonylamino)-4-cyano-1-isopropyl-pyrazol-3-yl]-2-pyridinyl]propionic acid C(C)(C)(C)OC(=O)NC1=C(C(=NN1C(C)C)C=1C=CC(=NC1)C(C(=O)O)C)C#N